(5-methylpyrazolo[1,5-c]quinazolin-2-yl)methanol CC1=NC=2C=CC=CC2C=2N1N=C(C2)CO